[4-(5-chlorooxazolo[4,5-b]pyridin-2-yl)piperazin-1-yl]-[4-[1-(2,2-dimethylpropyl)triazol-4-yl]-3,5-difluoro-phenyl]methanone ClC1=CC=C2C(=N1)N=C(O2)N2CCN(CC2)C(=O)C2=CC(=C(C(=C2)F)C=2N=NN(C2)CC(C)(C)C)F